Cl.Cl.C(C)S(=O)(=O)N ethanesulfonamide dihydrochloride